N1(CCC1)C(=O)O[C@@H]1CC[C@H](CC1)C(N(C[C@@H]1CC[C@H](CC1)C1=CC(=C(C=C1)OC)C)C1=CC(=CC=C1)C=1C=NN(C1)C1CC1)=O trans-4-((3-(1-Cyclopropyl-1H-pyrazol-4-yl)phenyl)((trans-4-(4-methoxy-3-methylphenyl)cyclohexyl)methyl)carbamoyl)cyclohexyl azetidine-1-carboxylate